N1C=CC2=NC=C(C=C21)S(=O)(=O)N2CCC1(C[C@H](CO1)N(C(OC(C)(C)C)=O)C[C@@H](COC1=CC(=CC=C1)S(=O)(=O)C(C)C)O)CC2 tert-butyl ((R)-8-((1H-pyrrolo[3,2-b]pyridin-6-yl)sulfonyl)-1-oxa-8-azaspiro[4.5]decan-3-yl)((S)-2-hydroxy-3-(3-(isopropylsulfonyl)phenoxy)propyl)carbamate